3-(2-(2-(trifluoromethyl)phenyl)propyl)piperidine hydrochloride Cl.FC(C1=C(C=CC=C1)C(CC1CNCCC1)C)(F)F